4-(8-Ethyl-4-methyl-5,6,7,8-tetrahydro-1,8-naphthyridine-2-carboxamido)-2-methylbenzoic acid C(C)N1CCCC=2C(=CC(=NC12)C(=O)NC1=CC(=C(C(=O)O)C=C1)C)C